1-((2-(((Z)-hex-3-en-1-yl)oxy)-2-phenylvinyl)oxy)-2-methoxy-4-propylbenzene C(C\C=C/CC)OC(=COC1=C(C=C(C=C1)CCC)OC)C1=CC=CC=C1